(S)-2-(3-(3-(difluoromethoxy)-5-fluorophenyl)-5-(3-(trifluoromethyl)phenylsulfonyl)-6a,7,9,10-tetrahydro-5H-pyrazino[1,2-a]pyrido[3,2-e]pyrazin-8(6H)-yl)-2-methylpropionic acid FC(OC=1C=C(C=C(C1)F)C1=CC=2N(C[C@H]3N(C2N=C1)CCN(C3)C(C(=O)O)(C)C)S(=O)(=O)C3=CC(=CC=C3)C(F)(F)F)F